C(C1=CC=CC=C1)C1=NC(=NN1)C(=O)N[C@@H]1C(N(C2=C(OC1)C=CC(=C2)N2CCC1(CCCO1)CC2)C)=O (S)-5-benzyl-N-(5-methyl-4-oxo-7-(1-oxa-8-azaspiro[4.5]decan-8-yl)-2,3,4,5-tetrahydrobenzo[b][1,4]oxaazepin-3-yl)-1H-1,2,4-triazole-3-carboxamide